(E)-4-(2-(4,4,5,5-tetramethyl-1,3,2-dioxaborolan-2-yl)vinyl)pyridine CC1(OB(OC1(C)C)/C=C/C1=CC=NC=C1)C